3-((5-(3-(2,2-Difluoroethyl)-2-methyl-3H-imidazo[4,5-b]pyridin-5-yl)-4-(methylamino)pyrrolo[2,1-f][1,2,4]triazin-2-yl)amino)-1-methylcyclobutan-1-ol FC(CN1C(=NC=2C1=NC(=CC2)C=2C=CN1N=C(N=C(C12)NC)NC1CC(C1)(O)C)C)F